(5-(5-fluoropyridin-2-yl)-1,3,4-oxadiazol-2-yl)methanone FC=1C=CC(=NC1)C1=NN=C(O1)C=O